C([O-])([O-])=O.C(C)[PH+](CC)CC.C(C)[PH+](CC)CC triethylphosphonium carbonate